CC1=C2C(=NN1COCC[Si](C)(C)C)C(CC2)N 3-Methyl-2-{[2-(trimethylsilyl)ethoxy]methyl}-2H,4H,5H,6H-cyclopenta[c]pyrazol-6-amine